NC=1N=C(C2=C(C=CC=C2C1)F)C1=C(C=2N=C(N=C(C2C=N1)N(C)CC1CNC1)OC[C@]12CCCN2C[C@@H](C1)F)F 3-(((7-(3-amino-8-fluoroisoquinolin-1-yl)-8-fluoro-2-(((2R,7aS)-2-fluorotetrahydro-1H-pyrrolizin-7a(5H)-yl)methoxy)pyrido[4,3-d]pyrimidin-4-yl)(methyl)amino)methyl)azetidin